4-methyl (3aS,4S,6aR)-1-benzyl-3a-(3-((3aS,4S,6S,7aR)-3a,5,5-trimethylhexahydro-4,6-methanobenzo[d][1,3,2]dioxaborol-2-yl)propyl)hexahydropyrrolo[3,4-b]pyrrole-4,5(1H)-dicarboxylate C(C1=CC=CC=C1)N1[C@@H]2[C@](CC1)([C@H](N(C2)C(=O)[O-])C(=O)OC)CCCB2O[C@@]1([C@H](O2)C[C@H]2C([C@@H]1C2)(C)C)C